O1[C@H](CC1)COC=1C=NC=CC1CN 1-(3-{[(2R)-oxetan-2-yl]methoxy}pyridin-4-yl)methanamine